NC1=NC=C(C2=C1C(=NN2C)C2=CC(=C(C=C2)NS(=O)(=O)C(F)F)O[C@@H](C)C2=CC=C(C=C2)F)C2=CN(C=C2)C (S)-N-(4-(4-amino-1-methyl-7-(1-methyl-1H-pyrrol-3-yl)-1H-pyrazolo[4,3-c]pyridin-3-yl)-2-(1-(4-fluorophenyl)ethoxy)phenyl)-1,1-difluoromethanesulfonamide